17-(heptadecan-9-yloxy)-9,17-dioxoheptadecanoic acid CCCCCCCCC(CCCCCCCC)OC(CCCCCCCC(CCCCCCCC(=O)O)=O)=O